7-(4-amino-4-methylpiperidin-1-yl)-2-(4,6-dimethylpyrazolo[1,5-a]pyrazin-2-yl)-4H-pyrido[1,2-a]pyrimidin-4-one NC1(CCN(CC1)C=1C=CC=2N(C(C=C(N2)C2=NN3C(C(=NC(=C3)C)C)=C2)=O)C1)C